1,3-BIS-trimethylolmethylaminopropane C(O)C(CO)(CO)NCCCNC(CO)(CO)CO